C1(=CC=CC=C1)CC(C)NCC#N ((1-phenylpropan-2-yl)amino)acetonitrile